1-(5-bromo-3-chloro-pyridin-2-yl)-5-trifluoromethyl-1H-pyrazole-4-carboxylic acid BrC=1C=C(C(=NC1)N1N=CC(=C1C(F)(F)F)C(=O)O)Cl